(2S)-3-(tert-Butoxycarbonylamino)-2-hydroxy-propionic acid methyl ester COC([C@H](CNC(=O)OC(C)(C)C)O)=O